BrC1=CC=C(C(=N1)F)C(=O)O 6-Bromo-2-fluoro-pyridine-3-carboxylic acid